OC1=C(C=C(C=C1)C(C)(C)C)N1N=C2C(=N1)C=CC=C2 2-(2'-hydroxy-5'-t-butylphenyl)benzotriazole